(2R,5S)-1-tert-butoxycarbonyl-5-[(7-chloroquinoline-3-carbonyl)amino]piperidine-2-carboxylic acid C(C)(C)(C)OC(=O)N1[C@H](CC[C@@H](C1)NC(=O)C=1C=NC2=CC(=CC=C2C1)Cl)C(=O)O